2-((1R,4R)-5-(2-((S)-2-Methylazetidin-1-yl)-6-(trifluoromethyl)pyrimidin-4-yl)-2,5-diazabicyclo[2.2.1]heptane-2-yl)acetic acid C[C@@H]1N(CC1)C1=NC(=CC(=N1)N1[C@H]2CN([C@@H](C1)C2)CC(=O)O)C(F)(F)F